methyl N-[5-[6-(7-methylsulfonyl-3,4-dihydro-2H-quinoline-1-carbonyl)imidazo[1,2-a]pyridin-3-yl]-2-pyridyl]carbamate CS(=O)(=O)C1=CC=C2CCCN(C2=C1)C(=O)C=1C=CC=2N(C1)C(=CN2)C=2C=CC(=NC2)NC(OC)=O